N[C@H]1[C@@H](N(C1=O)S(=O)(=O)O)C (2S,3S)-3-amino-2-methyl-4-oxoazetidine-1-sulfonic acid